ClC=1C=C2C(=NC(=NC2=C(C1C1=C2C=C(NC2=CC=C1C)Cl)F)N1CC(C1)N(C)C)N1C[C@H](N(C[C@@H]1C)C(C=C)=O)C 1-((2R,5S)-4-(6-chloro-7-(2-chloro-5-methyl-1H-indol-4-yl)-2-(3-(dimethylamino)azetidin-1-yl)-8-fluoroquinazolin-4-yl)-2,5-dimethylpiperazin-1-yl)prop-2-en-1-one